NC=1C(=NC(=CN1)C1=CC=C(C=C1)S(=O)(=O)C(C)C)C(=O)O 3-amino-6-(4-(isopropylsulfonyl)phenyl)pyrazine-2-carboxylic acid